benzyl (2S)-3-[(2-aminoacetyl)amino]-2-(9H-fluoren-9-ylmethoxy carbonylamino)propanoate hydrochloride Cl.NCC(=O)NC[C@@H](C(=O)OCC1=CC=CC=C1)NC(=O)OCC1C2=CC=CC=C2C=2C=CC=CC12